FC1=C(C=CC=C1C(=O)C=1C=C2N=C(C=NC2=CC1)OC)NC(=O)NC1=CC(=CC=C1)F 1-(2-fluoro-3-(3-methoxyquinoxaline-6-carbonyl)phenyl)-3-(3-fluorophenyl)urea